(R)-3-((2-chloro-6-((methylsulfonyl)methyl)pyrimidin-4-yl)oxy)-10-methyl-9,10,11,12-tetrahydro-8H-[1,4]diazepino[5',6':4,5]thieno[3,2-f]quinoxalin-8-one ClC1=NC(=CC(=N1)OC1=NC=2C=CC3=C(C2N=C1)C1=C(S3)C(N[C@@H](CN1)C)=O)CS(=O)(=O)C